FC(OP1(=NP(=NP(=N1)(F)F)(F)F)F)(F)F trifluoromethoxy-pentafluoro-cyclotriphosphazene